N1(CCC=CC1)CCC1=CNC2=CC=CC=C12 3-(2-(3,6-dihydropyridin-1(2H)-yl)ethyl)-1H-indole